N-((S)-2-cyano-1-(4-(ethylsulfonyl)phenyl)ethyl)-4-((2S,4S)-2-((trifluoromethoxy)methyl)-4-(4-(trifluoromethyl)phenoxy)pyrrolidin-1-yl)benzamide C(#N)C[C@@H](C1=CC=C(C=C1)S(=O)(=O)CC)NC(C1=CC=C(C=C1)N1[C@@H](C[C@@H](C1)OC1=CC=C(C=C1)C(F)(F)F)COC(F)(F)F)=O